C1(CC1)C1=C(C=C(C(=O)OC)C=C1)S(NC1=C(C=C(C(=C1)C1=NC=NN1C)F)N1C=CC=C1)(=O)=O methyl 4-cyclopropyl-3-(N-(4-fluoro-5-(1-methyl 1,2,4-triazol-5-yl)-2-(pyrrol-1-yl)phenyl)sulfamoyl)benzoate